FC=1C(=C2C(=NC1)NN=C2C)[Si](C)(C)C 5-fluoro-3-methyl-4-(trimethylsilyl)-1H-pyrazolo[3,4-b]pyridine